BrC1=CC(=C(C=C1)C[C@H]1NC(=NOC1)C1=C(N=NC(=C1)C)OC1=C(C(=CC=C1)Cl)F)C |r| rac-5-[(4-bromo-2-methyl-phenyl)methyl]-3-[3-(3-chloro-2-fluorophenoxy)-6-methylpyridazin-4-yl]-5,6-dihydro-4H-1,2,4-oxadiazine